5-(6-oxo-5-(trifluoromethyl)-1-((2-(trimethylsilyl)ethoxy)methyl)-1,6-dihydropyridazin-3-yl)pentanoic acid O=C1C(=CC(=NN1COCC[Si](C)(C)C)CCCCC(=O)O)C(F)(F)F